C1(=CC=C(C=C1)P(O)=O)C1=CC=CC=C1 [1,1'-Biphenyl]-4-ylphosphinic acid